6-(3-(2-hydroxyprop-2-yl)-1H-pyrazol-1-yl)nicotinaldehyde OC(C)(C)C1=NN(C=C1)C1=NC=C(C=O)C=C1